Cl.FC(S(=O)(=O)N[C@@H]1[C@@H](NCC12CC2)CC=2C(=C(C=CC2)C2=CC=CC=C2)F)F 1,1-difluoro-N-((6S,7S)-6-((2-fluoro-[1,1'-biphenyl]-3-yl)methyl)-5-azaspiro[2.4]heptane-7-yl)methanesulfonamide hydrochloride